1,3,5-Benzenetrioyl chloride C1(=CC(=CC(=C1)C(=O)Cl)C(=O)Cl)C(=O)Cl